ClC1=C(OC2CCN(CC2)C(CNC(=O)C=2N=NN(C2)C=2C=NC=C(C2)F)=O)C=CC=C1 1-(5-Fluoro-pyridin-3-yl)-1H-[1,2,3]triazole-4-carboxylic acid {2-[4-(2-chloro-phenoxy)-piperidin-1-yl]-2-oxo-ethyl}-amide